OC1=CC(=NC=C1[C@@H]1COCC1)OC 4-hydroxy-2-methoxy-5-[(3R)-oxolan-3-yl]pyridine